O=C1N=C(C=C2N1CC13N2C(CC1)CC3)OCC=3C(=C(C#N)C=CC3)OC3=CC(=NC=C3)C(F)(F)F (((1-oxo-7,8-dihydro-1H,6H,9H-6,8a-ethanopyrrolo[1',2':3,4]imidazo[1,2-c]pyrimidin-3-yl)oxy)methyl)-2-((2-(trifluoromethyl)pyridin-4-yl)oxy)benzonitrile